COCOC1=C(C=C(C=C1)C)C(=O)C1=CC=CC=C1 (2-methoxymethoxy-5-methyl-phenyl)(phenyl)-methanone